sulfoethyl cyanoacrylate C(#N)C(C(=O)OCCS(=O)(=O)O)=C